OC=1C(=NC=C(C1)C1=CC2=CC=C(C=C2C=C1)O)C(=O)NCC(C(=O)O)(C)C 3-(3-hydroxy-5-(6-hydroxynaphthalen-2-yl)picolinamido)-2,2-dimethylpropanoic acid